CN1C(=NC2=C(C=C(C=C2C1=O)C)C(C)NC1=C(C(=O)NOC)C=CC=C1)N1CCCCC1 2-((1-(3,6-dimethyl-4-oxo-2-(piperidine-1-yl)-3,4-dihydroquinazolin-8-yl)ethyl)amino)-N-methoxybenzamide